1-[(2-Methylpyrimidin-5-yl)methyl]-6-[3-(trifluoromethyl)phenyl]pyrazolo[4,3-b]pyridine CC1=NC=C(C=N1)CN1N=CC2=NC=C(C=C21)C2=CC(=CC=C2)C(F)(F)F